N-[3-(N,N-dioctylamino)phenyl]pentanamide C(CCCCCCC)N(CCCCCCCC)C=1C=C(C=CC1)NC(CCCC)=O